The molecule is a (4Z,7Z,10Z,13Z,16Z)-19,20-epoxydocosapentaenoic acid with (19S,20R)-configuration. It derives from an all-cis-docosa-4,7,10,13,16,19-hexaenoic acid. It is a conjugate acid of a (4Z,7Z,10Z,13Z,16Z,19S,20R)-19,20-epoxydocosapentaenoate. It is an enantiomer of a (4Z,7Z,10Z,13Z,16Z,19R,20S)-19,20-epoxydocosapentaenoic acid. CC[C@@H]1[C@@H](O1)C/C=C\\C/C=C\\C/C=C\\C/C=C\\C/C=C\\CCC(=O)O